5-(((((S)-1-butoxy-1-oxopropan-2-yl)(methyl)amino)(phenoxy)phosphoryl)methyl)benzo[b]thiophene-2-carboxylic acid C(CCC)OC([C@H](C)N(P(=O)(OC1=CC=CC=C1)CC1=CC2=C(SC(=C2)C(=O)O)C=C1)C)=O